tert-butyl (1S)-3-(aminomethyl)-6,7-dichloro-8-methoxy-1-methyl-1,3-dihydro-2H-pyrrolo[3,4-c]quinoline-2-carboxylate NCC1N([C@H](C2=C1C=NC=1C(=C(C(=CC21)OC)Cl)Cl)C)C(=O)OC(C)(C)C